N'-(5-fluoro-2-hydroxybenzylidene)-2-((3-fluorophenyl)amino)propionyl-hydrazine FC=1C=CC(=C(C=NNC(C(C)NC2=CC(=CC=C2)F)=O)C1)O